triethylantimony (III) C(C)[Sb](CC)CC